(R)-1-((8-(3'-(7-(((R)-2-Hydroxypropylamino)methyl)pyrido[3,2-d]pyrimidin-4-ylamino)-2,2'-dimethylbiphenyl-3-ylamino)-1,7-naphthyridin-3-yl)methyl)pyrrolidin-3-ol O[C@@H](CNCC1=CC=2N=CN=C(C2N=C1)NC=1C(=C(C=CC1)C1=C(C(=CC=C1)NC=1N=CC=C2C=C(C=NC12)CN1C[C@@H](CC1)O)C)C)C